(4aR,8aS)-6-[3-[4-(4-fluorophenoxy)phenyl]azetidine-1-carbonyl]-4,4a,5,7,8,8a-hexahydropyrido[4,3-b][1,4]oxazin-3-one FC1=CC=C(OC2=CC=C(C=C2)C2CN(C2)C(=O)N2C[C@@H]3[C@@H](OCC(N3)=O)CC2)C=C1